BrC1=NC(=CC=C1OCC1(OC1)C)I 2-bromo-6-iodo-3-((2-methyloxiran-2-yl)methoxy)pyridine